N[C@H]1[C@@H](O)O[C@@H]([C@H]([C@@H]1O)O)CO (2-amino-2-deoxy-α-D-glucopyranose)